5-(1-benzyl-5-methyl-1,4,5,6-tetrahydro-pyridin-3-yl)-2-trifluoromethyl-phenylamine C(C1=CC=CC=C1)N1C=C(CC(C1)C)C=1C=CC(=C(C1)N)C(F)(F)F